methyl 3-[3-cyano-4-[(3S,5R)-3,5-dimethylpiperazin-1-yl]anilino]-5-(methylamino)-6-(3-methylimidazo[4,5-c]pyridin-7-yl)pyrazine-2-carboxylate C(#N)C=1C=C(NC=2C(=NC(=C(N2)NC)C=2C3=C(C=NC2)N(C=N3)C)C(=O)OC)C=CC1N1C[C@@H](N[C@@H](C1)C)C